4-(N-(5-((3,4-dichlorophenoxy)methyl)-1H-indole-2-carbonyl)sulfamoyl)benzoic acid ethyl ester C(C)OC(C1=CC=C(C=C1)S(NC(=O)C=1NC2=CC=C(C=C2C1)COC1=CC(=C(C=C1)Cl)Cl)(=O)=O)=O